[125I]C=1C(NC(N([C@H]2C[C@H](O)[C@@H](CO)O2)C1)=O)=O 5-[125I]iodo-2'-deoxyuridine